1,1'-binaphthalene-6,6'-disulfonic acid sodium [Na].C1(=CC=CC2=CC(=CC=C12)S(=O)(=O)O)C1=CC=CC2=CC(=CC=C12)S(=O)(=O)O